(S)-3-((R)-3-(benzyloxy)-2-(toluenesulfonyloxy)propoxy)pyrrolidine-1-carboxylic acid tert-butyl ester C(C)(C)(C)OC(=O)N1C[C@H](CC1)OC[C@@H](COCC1=CC=CC=C1)OS(=O)(=O)CC1=CC=CC=C1